4-(2,4-difluorophenyl)-6,7-dimethyl-2-((2R,4R)-2-(2-methyl-4-pyridinyl)tetrahydro-2H-pyran-4-yl)pteridine FC1=C(C=CC(=C1)F)C1=NC(=NC2=NC(=C(N=C12)C)C)[C@H]1C[C@@H](OCC1)C1=CC(=NC=C1)C